chloro-3-oxopentanoic acid ethyl ester C(C)OC(C(C(CC)=O)Cl)=O